Phenyltris(trimethylxyloxy)silane C1(=CC=CC=C1)[Si](OC1=C(C(=C(C(=C1C)C)C)C)C)(OC1=C(C(=C(C(=C1C)C)C)C)C)OC1=C(C(=C(C(=C1C)C)C)C)C